para-aminobenzyl-amine NC1=CC=C(CN)C=C1